1-[bis(Dimethylamino)methylideneamino]-N-[4-[(6,7-dimethoxy-1,5-naphthyridin-4-yl)oxy]-3-fluorophenyl]-5-(4-fluorophenyl)-4-oxopyridine-3-carboxamide CN(C)C(N(C)C)=NN1C=C(C(C(=C1)C1=CC=C(C=C1)F)=O)C(=O)NC1=CC(=C(C=C1)OC1=CC=NC2=CC(=C(N=C12)OC)OC)F